5-(2-{5-[(7R)-7-amino-2-azabicyclo[2.2.1]heptane-2-carbonyl]-7-methoxy-1-methyl-1H-1,3-benzodiazol-2-yl}-1-(cyclopropylmethyl)-1H-pyrrolo[2,3-b]pyridin-6-yl)pyridine-3-carbonitrile N[C@H]1C2N(CC1CC2)C(=O)C2=CC1=C(N(C(=N1)C1=CC=3C(=NC(=CC3)C=3C=C(C=NC3)C#N)N1CC1CC1)C)C(=C2)OC